(2Z)-3-methoxy-2-[(4-methyl-[1,1'-biphenyl]-3-yl)oxy]-2-propenoic acid methyl ester COC(/C(=C/OC)/OC=1C=C(C=CC1C)C1=CC=CC=C1)=O